FC=1C=C(NC2C(NC(CC2)=O)=O)C=CC1C1CCN(CC1)C(C)(C1CCNCC1)C 3-[3-fluoro-4-[1-[1-methyl-1-(4-piperidyl)ethyl]-4-piperidyl]anilino]piperidine-2,6-dione